P([O-])([O-])([O-])=O phosphorAt